C(C)(C)(C)S(=O)N(C1(COC1)C1=CC=C(C=C1)C(C(=O)OCC=C)C1CCC1)COCC[Si](C)(C)C (±)-allyl 2-[4-[3-[tert-butylsulfinyl(2-trimethylsilylethoxymethyl)amino]oxetan-3-yl]phenyl]-2-cyclobutyl-acetate